N1=C(C(=O)OCCC)C=CC(C(=O)OCCC)=C1 Di-n-propyl isocinchomeronate